(R)-2-(1-cyclopropyl-2-hydroxy-2-methylpropyl)-4-hydroxy-7-(4-(5-methyl-1,3,4-oxadiazol-2-yl)phenyl)isoindolin-1-one C1(CC1)[C@H](C(C)(C)O)N1C(C2=C(C=CC(=C2C1)O)C1=CC=C(C=C1)C=1OC(=NN1)C)=O